FC(OC1=CC=C(C=C1)C(C)N1C(C=2N(C(C1)C(=O)O)N=C1C2CNC(C1)C)=O)F 9-(1-(4-(difluoromethoxy)phenyl)ethyl)-3-methyl-10-oxo-1,2,3,4,7,8,9,10-octahydropyrido[4',3':3,4]Pyrazolo[1,5-a]Pyrazine-7-carboxylic acid